4-((R)-3-((methyl((S)-5,6,7,8-tetrahydroquinolin-8-yl)amino)methyl)-1,2,3,4-tetrahydroisoquinolin-5-yl)piperazin-2-one CN([C@H]1CCCC=2C=CC=NC12)C[C@@H]1NCC2=CC=CC(=C2C1)N1CC(NCC1)=O